tert-butyl (3S,4R)-4-[[6-[3-(2-methoxy-4-methylsulfonyl-anilino)prop-1-ynyl]-1-(2,2,2-trifluoroethyl) benzimidazole-4-carbonyl]amino]-3-methyl-piperidine-1-carboxylate COC1=C(NCC#CC=2C=C(C3=C(N(C=N3)CC(F)(F)F)C2)C(=O)N[C@H]2[C@H](CN(CC2)C(=O)OC(C)(C)C)C)C=CC(=C1)S(=O)(=O)C